1,1'-methylenebis(3-isopropylnaphthalene-2-ol) C(C1=C(C(=CC2=CC=CC=C12)C(C)C)O)C1=C(C(=CC2=CC=CC=C12)C(C)C)O